2-[4-(4-chlorophenoxy)-2-(trifluoromethyl)phenyl]-1-(1H-1,2,4-triazol-1-yl)propan-2-ol butyl-2-[(2-nitrophenyl)sulfonylamino]benzoate C(CCC)C=1C(=C(C(=O)OC(CN2N=CN=C2)(C)C2=C(C=C(C=C2)OC2=CC=C(C=C2)Cl)C(F)(F)F)C=CC1)NS(=O)(=O)C1=C(C=CC=C1)[N+](=O)[O-]